O=C(C(O)=O)CCC[C@@H]1SC[C@@H]2NC(=O)N[C@H]12 ketobiotin